cis-9-trans-12-tetradecadienol acetate C(C)(=O)OC(CCCCCCC\C=C/C=C)CC